4'-chlorobiphenyl-4-formaldehyde ClC1=CC=C(C=C1)C1=CC=C(C=C1)C=O